C1(CCCCC1)[C@@H](C)N (R)-1-cyclohexyl-ethyl-amine